COC1=C(C=C2C(=CC=NC2=C1)OC1=CC=CC=C1)C(=O)N 7-methoxy-4-phenoxyquinoline-6-carboxamide